3,4,5,6-tetrahydroxyxanthone OC=1C=CC=2C(C3=CC=C(C(=C3OC2C1O)O)O)=O